[(1S)-5-[2-(2-aminopyridin-3-yl)-5-(pyrazol-1-yl)imidazo[4,5-b]pyridin-3-yl]-2,3-dihydro-1H-inden-1-yl]-7-(benzyloxy)-2,4-dioxo-1H-quinazoline-6-carbaldehyde NC1=NC=CC=C1C1=NC=2C(=NC(=CC2)N2N=CC=C2)N1C=1C=C2CC[C@@H](C2=CC1)N1C(NC(C2=CC(=C(C=C12)OCC1=CC=CC=C1)C=O)=O)=O